CC=1C=CC(=C(C(=O)N2C3CC(CC2COC2=CC=C(C=C2)C(F)(F)F)C3)C1)C=1SC=CN1 2-[5-methyl-2-(1,3-thiazol-2-yl)benzoyl]-3-{[4-(trifluoromethyl)phenoxy]methyl}-2-azabicyclo[3.1.1]heptane